((3-(2-(dimethylamino)ethyl)-4-(phosphonooxy)-1H-indol-1-yl)methyl)phosphonic acid CN(CCC1=CN(C2=CC=CC(=C12)OP(=O)(O)O)CP(O)(O)=O)C